(S)-2-aminomethyl-4-acetylmorpholine NC[C@H]1CN(CCO1)C(C)=O